CN(C(C=C)=O)C1=CC2=CC(=CC=C2C=C1)S(NC1(CC1)C)(=O)=O N-methyl-N-(7-(N-(1-methylcyclopropyl)sulfamoyl)naphthalen-2-yl)acrylamide